C1(CC1)C1=C(C=C(C(=C1)I)C)N(C(C#CC)=O)C1=NSC2=CN=CC=C21 N-(2-cyclopropyl-4-iodo-5-methylphenyl)-N-(isothiazolo[5,4-c]pyridin-3-yl)but-2-ynamide